3-(4-((1r,4r)-4-(4-amino-3-(4-phenoxyphenyl)-1H-pyrazolo[3,4-d]pyrimidin-1-yl)cyclohexyl)piperazin-1-yl)-5-fluorobenzene-1,2-dicarboxylic acid NC1=C2C(=NC=N1)N(N=C2C2=CC=C(C=C2)OC2=CC=CC=C2)C2CCC(CC2)N2CCN(CC2)C2=C(C(=CC(=C2)F)C(=O)O)C(=O)O